dibenzyloxycopper C(C1=CC=CC=C1)O[Cu]OCC1=CC=CC=C1